3-amino-5-fluoro-2-hydroxy-6-(1-methyl-1H-pyrazol-5-yl)benzonitrile NC=1C(=C(C#N)C(=C(C1)F)C1=CC=NN1C)O